O[C@H]1[C@@H](CCC1)NC(=O)C=1SC=2N=CC=C3N(C(NC1C23)=O)C2=CC=C(C=C2)OC2=CC=CC=C2 N-((1R,2R)-2-Hydroxycyclopentyl)-4-oxo-5-(4-phenoxyphenyl)-4,5-dihydro-3H-1-thia-3,5,8-triazaacenaphthylene-2-carboxamide